C(C(C)(C)C)(=O)ONC(OC(C)(C)C)=O Tert-Butyl Pivaloyloxycarbamate